N1(CCCC1)CCOC1=CC=C(C=C1)C=1C=CC=C2C=NC(=NC12)NC1=CC=C(C=C1)OCCN1CCCC1 8-(4-((2-pyrrolidin-1-yl)ethoxy)phenyl)-N-(4-((2-pyrrolidin-1-yl)ethoxy)phenyl)quinazolin-2-amine